(1R,2S,5S)-N-((S)-6-amino-6-oxohex-1-yn-3-yl)-3-((S)-3,3-dimethyl-2-(2,2,2-trifluoroacetamido)butanoyl)-6,6-dimethyl-3-azabicyclo[3.1.0]hexane-2-carboxamide NC(CC[C@@H](C#C)NC(=O)[C@@H]1[C@H]2C([C@H]2CN1C([C@H](C(C)(C)C)NC(C(F)(F)F)=O)=O)(C)C)=O